C(C)(=O)N1CC2=NC(=C(N=C2CC1)N1CCC(CC1)OC1=C(C=C(C=C1)F)F)C1=CN=C2N1CCN(C2)C(C)=O (3-(6-acetyl-2-(4-(2,4-difluorophenoxy)piperidin-1-yl)-5,6,7,8-tetrahydropyrido[3,4-b]pyrazin-3-yl)-5,6-dihydroimidazo[1,2-a]pyrazin-7(8H)-yl)ethan-1-one